C(O)(=O)[O-] oxaacetate